N1=NC=C2C1=NC=CN=C2 pyrazolo[3,4-e][1,4]diazepine